ClC1=C(CCC2=NC=3N(C(N(C(C3N2)=O)CC#C)=O)CCCCP(O)(O)=O)C=CC=C1 (4-(8-(2-Chlorophenethyl)-2,6-dioxo-1-(prop-2-yn-1-yl)-1,2,6,7-tetrahydro-3H-purin-3-yl)butyl)phosphonic acid